COC=1N=CC=2C3=C(C=NC2C1)N=CN3C3=CC=C(CNS(=O)(=O)N)C=C3 4-(7-Methoxy-1H-imidazo[4,5-c][1,6]naphthyridin-1-yl)benzylsulfamide